C(CC)OC1=C(C(=O)NC(C)C2=CC(=CC=C2)C=2SC=CN2)C=C(C=C1)N 2-propoxy-5-amino-N-(1-(3-(thiazol-2-yl)phenyl)ethyl)benzamide